FC1=C2C=CNC2=C(C=C1)C#N 4-fluoro-1H-indole-7-carbonitrile